FC1([C@@H](C1)C(=O)N1C2CN(CC1CC2)C2=C(N=NC=C2)C(=O)NC)F 4-(8-((S)-2,2-difluorocyclopropane-1-carbonyl)-3,8-diazabicyclo[3.2.1]oct-3-yl)-N-methylpyridazine-3-carboxamide